ClC1=CC=2C(C=N1)=NN(C2)C 5-chloro-2-methyl-pyrazolo[3,4-c]pyridine